BrC=1C=C(N(C2=CC=CC=C2)C2=CC=CC=C2)C=C(C1)Br 3,5-Dibromo-N,N-diphenylaniline